COC=1C(=NC=CC1[C@H]1[C@H](O[C@@]([C@@H]1C)(C(F)(F)F)C)C(=O)NC1=CC(=NC=C1)C(=O)N)C (2S,3S,4R,5S)-4-[[3-(3-Methoxy-2-methyl-4-pyridyl)-4,5-dimethyl-5-(trifluoromethyl)tetrahydrofuran-2-carbonyl]amino]pyridin-2-carboxamid